(2E,5E)-6-(3,4-dihydroxyphenyl)-2-hydroxy-4-oxohexa-2,5-diene OC=1C=C(C=CC1O)/C=C/C(/C=C(\C)/O)=O